4-(2-Amino-2-methylpropanoyl)-N-(1-(4-(2-(((trans)-4-aminocyclohexyl)(ethyl)amino)propyl)phenyl)-2-oxo-1,2-dihydropyrimidin-4-yl)piperazine-1-carboxamide hydrochloride salt Cl.NC(C(=O)N1CCN(CC1)C(=O)NC1=NC(N(C=C1)C1=CC=C(C=C1)CC(C)N(CC)[C@@H]1CC[C@H](CC1)N)=O)(C)C